(1S,2S)-N-[7-chloro-6-[4-((3S,4S)-4-hydroxy-3-methyl-tetrahydrofuran-3-yl)piperazin-1-yl]-3-isoquinolinyl]-2-(2-isobutylpyrazol-3-yl)cyclopropanecarboxamide ClC1=C(C=C2C=C(N=CC2=C1)NC(=O)[C@@H]1[C@H](C1)C=1N(N=CC1)CC(C)C)N1CCN(CC1)[C@]1(COC[C@H]1O)C